Cl.C(C)(C)(C)OC(=O)N1CC(C1)NC=1C=CC(=C(C(=O)N[C@@H](C)C2=CC(=C(C=C2)C#CC2CCN(CC2)CCCCC(=O)O)C=2SC=CC2)C1)C (S)-5-(4-((4-(1-(5-((1-(tert-butoxycarbonyl)azetidin-3-yl)amino)-2-methylbenzamido)ethyl)-2-(thiophen-2-yl)phenyl)ethynyl)piperidin-1-yl)pentanoic acid hydrochloride